C(C)(C)(C)OC(=O)N1CC2(C3(CO3)CC1)CCCC2 1-oxa-10-azadispiro[2.0.4.4]Dodecane-10-carboxylic acid tert-butyl ester